tert-butyl (2S,3R,7aR)-2-(hydroxymethyl)-3-(2-(methoxymethoxy)phenyl)tetrahydro-1H-pyrrolizine-7a(5H)-carboxylate OC[C@H]1C[C@]2(CCCN2[C@H]1C1=C(C=CC=C1)OCOC)C(=O)OC(C)(C)C